O1C[C@@H](CCC1)C(N1C[C@@H]2[C@H](C1)CC(C2)NC=2N=NC(=CC2)C2=C(C(=CC(=C2)F)F)F)([2H])[2H] (3aR,5s,6aS)-2-(((S)-tetrahydro-2H-pyran-3-yl)methyl-d2)-N-(6-(2,3,5-trifluorophenyl)pyridazin-3-yl)octahydrocyclopenta[c]pyrrol-5-amine